(R)-N-[(1R)-1-(3-cyclopropyl-6,7-difluoro-4-oxo-2-tetrahydropyran-4-yl-quinazolin-8-yl)ethyl]-2-methyl-propane-2-sulfinamide C1(CC1)N1C(=NC2=C(C(=C(C=C2C1=O)F)F)[C@@H](C)N[S@](=O)C(C)(C)C)C1CCOCC1